8,8'-((5-Hydroxypentyl)azanediyl)bis(N,N-dinonyloctanamide) OCCCCCN(CCCCCCCC(=O)N(CCCCCCCCC)CCCCCCCCC)CCCCCCCC(=O)N(CCCCCCCCC)CCCCCCCCC